tert-Butyl 3-(2-{(S)-[(3-{[dimethyl(oxo)-λ6-sulfanylidene]amino}benzoyl)amino](4-methylcyclohexyl)methyl}-4-fluoro-1H-benzimidazol-5-yl)morpholine-4-carboxylate CS(=O)(C)=NC=1C=C(C(=O)N[C@H](C2=NC3=C(N2)C=CC(=C3F)C3N(CCOC3)C(=O)OC(C)(C)C)C3CCC(CC3)C)C=CC1